(1R,3S)-3-((5-fluoro-4-(3-(2-oxo-5-(trifluoromethyl)pyridin-1(2H)-yl)phenyl)pyrimidin-2-yl)amino)cyclohexane-1-carboxylic acid FC=1C(=NC(=NC1)N[C@@H]1C[C@@H](CCC1)C(=O)O)C1=CC(=CC=C1)N1C(C=CC(=C1)C(F)(F)F)=O